4-(2-Pyridylmethoxy)-amphetamine N1=C(C=CC=C1)COC1=CC=C(CC(N)C)C=C1